3-benzyl 1-(tert-butyl) (R)-pyrrolidine-1,3-dicarboxylate N1(C[C@@H](CC1)C(=O)OCC1=CC=CC=C1)C(=O)OC(C)(C)C